BrC=1C=CC(=NC1)CCO[Si](C)(C)C(C)(C)C 5-bromo-2-(2-((tert-butyldimethylsilyl)oxy)ethyl)pyridine